Tin octanate C(CCCCCCC)(=O)[O-].[Sn+4].C(CCCCCCC)(=O)[O-].C(CCCCCCC)(=O)[O-].C(CCCCCCC)(=O)[O-]